C(CC)(=O)N1C=CC2=CC(=CC=C12)C1=CC=C(C(=O)NCC2=NC=NC=C2)C=C1 4-(1-propionylindol-5-yl)-N-(pyrimidin-4-ylmethyl)benzamide